3-(5-(2,6-dichlorophenyl)-1,3,4-oxadiazol-2-yl)-5-(1-(1-dodecylpiperidin-4-yl)-1H-pyrazol-4-yl)pyridin-2-amine ClC1=C(C(=CC=C1)Cl)C1=NN=C(O1)C=1C(=NC=C(C1)C=1C=NN(C1)C1CCN(CC1)CCCCCCCCCCCC)N